FC(CC1=NC2=CC=C(C=C2C=C1C(=O)N)C=1C=NNC1)C(C)(C)O 2-fluoro-3-hydroxy-3-methylbutyl-6-(1H-pyrazol-4-yl)quinoline-3-carboxamide